2-(3-chlorophenyl)-2-methylpropyl ((S)-3-cyclohexyl-1-oxo-1-(((S)-1-((S)-2-oxopyrrolidin-3-yl)but-3-yn-2-yl)amino)propan-2-yl)carbamate C1(CCCCC1)C[C@@H](C(N[C@@H](C[C@H]1C(NCC1)=O)C#C)=O)NC(OCC(C)(C)C1=CC(=CC=C1)Cl)=O